(S)-tert-butyl 2-((((R and S)-5-((2-chloro-4-(N-(2,4-dimethoxybenzyl)-N-(thiazol-2-yl)sulfamoyl)-5-fluorophenyl)amino)pentan-2-yl)amino)methyl)pyrrolidine-1-carboxylate ClC1=C(C=C(C(=C1)S(N(C=1SC=CN1)CC1=C(C=C(C=C1)OC)OC)(=O)=O)F)NCCC[C@@H](C)NC[C@H]1N(CCC1)C(=O)OC(C)(C)C |&1:32|